FC(C(=O)O)(F)F.FC(C(=O)O)(F)F.C(N)(=N)C1=CC=C(CNC([C@H](C)NC(=O)[C@@H]2NC[C@H](C2)C2=CC(=CC=C2)CO)=O)C=C1 (2R,4R)-N-((S)-1-((4-amidinobenzyl)amino)-1-oxopropan-2-yl)-4-(3-(hydroxymethyl)phenyl)pyrrolidine-2-carboxamide bis-trifluoroacetate